N-((2S,4R)-6-methyl-2-propyl-1,2,3,4-tetrahydroquinolin-4-yl)-2-oxo-5-phenyl-6-(trifluoromethyl)-1,2-dihydropyridine-3-carboxamide CC=1C=C2[C@@H](C[C@@H](NC2=CC1)CCC)NC(=O)C=1C(NC(=C(C1)C1=CC=CC=C1)C(F)(F)F)=O